tert-Butyl (6-(((5-(5-amino-4-((3-chloro-4-fluorophenyl)carbamoyl)-1-methyl-1H-pyrazol-3-yl)octahydropentalen-2-yl)methyl)amino)-6-oxohexyl)carbamate NC1=C(C(=NN1C)C1CC2CC(CC2C1)CNC(CCCCCNC(OC(C)(C)C)=O)=O)C(NC1=CC(=C(C=C1)F)Cl)=O